C1(CC1)C=1C(=NN(C1NC(=O)C1(CC1)C(F)(F)F)C)C1=CC=C(C=C1)F N-(4-cyclopropyl-3-(4-fluorophenyl)-1-methyl-1H-pyrazol-5-yl)-1-(trifluoromethyl)cyclopropane-1-carboxamide